Cl[Sn](CCCC)(Cl)Cl trichloromonobutyl-tin